CC1=C(C(=NN1)C1=CC=CC=C1)C1=CC=C(C=C1)N1CC2(CC1)CCOCC2 2-[4-(5-methyl-3-phenyl-1H-pyrazol-4-yl)phenyl]-8-oxa-2-azaspiro[4.5]decane